C1=CC=CC=2C3=CC=CC=C3C(C12)COC(N[C@H](C(NCCCC[C@H](NC(N[C@@H](CCC(=O)OC(C)(C)C)C(=O)OC(C)(C)C)=O)C(=O)OC(C)(C)C)=O)CC=1C=NC2=CC=CC=C2C1)=O tri-tert-butyl (5S,12S,16S)-1-(9H-fluoren-9-yl)-3,6,14-trioxo-5-[(quinolin-3-yl)methyl]-2-oxa-4,7,13,15-tetraazaoctadecane-12,16,18-tricarboxylate